silainine carbon [C].[SiH]1=CC=CC=C1